N-(azetidin-3-ylmethyl)-N-methyl-cyclopropanamine dihydrochloride Cl.Cl.N1CC(C1)CN(C1CC1)C